1-[[5-(methylsulfonyloxy)-2-indolyl]carbonyl]-4-[3-(isopropylamino)-2-pyridinyl]piperazine CS(=O)(=O)OC=1C=C2C=C(NC2=CC1)C(=O)N1CCN(CC1)C1=NC=CC=C1NC(C)C